O=[Ce]=O dioxocerium